(S)-N-(2-(3,5-dimethoxyphenyl)propyl)-6-(4-ethoxyphenyl)pyrazine-2-carboxamide COC=1C=C(C=C(C1)OC)[C@@H](CNC(=O)C1=NC(=CN=C1)C1=CC=C(C=C1)OCC)C